BrC1=CC=CC(=N1)C=1N=C2N(C=C(N=C2)OC(C)C)C1 (6-bromopyridin-2-yl)-6-isopropoxyimidazo[1,2-a]pyrazine